tert-butyl N-[(4S)-6-[(5-tert-butyl-4-methyl-thiazol-2-yl)amino]-4-[[7-(5-methyl-1,2,4-oxadiazol-3-yl)-1-isoquinolyl]amino]-6-oxo-hexyl]-N-methyl-carbamate formate C(=O)O.C(C)(C)(C)C1=C(N=C(S1)NC(C[C@H](CCCN(C(OC(C)(C)C)=O)C)NC1=NC=CC2=CC=C(C=C12)C1=NOC(=N1)C)=O)C